3-(3-(7-(4-(2-Hydroxyethyl)piperazin-1-yl)-2-methyl-3-phenylpyrazolo[1,5-a]-pyrimidin-5-yl)phenyl)-N-methoxy-N-methylpropiolamide OCCN1CCN(CC1)C1=CC(=NC=2N1N=C(C2C2=CC=CC=C2)C)C=2C=C(C=CC2)C#CC(=O)N(C)OC